C(C)OC(=O)C1=NN(C=2C(N(CCC21)CC2(CC2)S(=O)(=O)C2(CC2)C)=O)C 1-methyl-6-((1-((1-methylcyclopropyl)sulfonyl)cyclopropyl)methyl)-7-oxo-4,5,6,7-tetrahydro-1H-pyrazolo[3,4-c]Pyridine-3-carboxylic acid ethyl ester